ClC=1C=C(C=C2CN(CC12)C)NC1=CC=C(C=C1)N1CCC(CC1)C 7-Chloro-2-methyl-N-(4-(4-methylpiperidin-1-yl)phenyl)isoindolin-5-amine